C(=O)(O)CN1CCN(CCCN(CCCN(CCC1)CC(=O)O)CC(=O)O)CC1=[N+](C=CC2=CC=CC=C12)[O-] 1-((4,8,12-tris(carboxymethyl)-1,4,8,12-tetraazacyclopentadecan-1-yl)methyl)isoquinoline 2-oxide